NCCNC(CN1C(C=CC1=O)=O)=O N-(2-aminoethyl)-2-(2,5-dioxo-2,5-dihydro-1H-pyrrole-1-yl)acetamide